FC(CN1N=CC=2C1=NC(=CN2)N2CC1(CC2)CN(C(CC1)=O)C1=NC=CC(=C1)C(F)(F)F)F 2-(1-(2,2-difluoroethyl)-1H-pyrazolo[3,4-b]pyrazin-6-yl)-7-(4-(trifluoromethyl)pyridin-2-yl)-2,7-diazaspiro[4.5]decan-8-one